tert-Butyl 7-[3-[(1-tert-butoxycarbonyl-3,3-dimethyl-4-piperidyl)oxycarbonylamino]-8-chloro-7-fluoro-6-isoquinolyl]-8-methyl-2,3-dihydropyrido[2,3-b][1,4]oxazine-1-carboxylate C(C)(C)(C)OC(=O)N1CC(C(CC1)OC(=O)NC=1N=CC2=C(C(=C(C=C2C1)C1=C(C2=C(OCCN2C(=O)OC(C)(C)C)N=C1)C)F)Cl)(C)C